ClC1=CN=C(C(=C1C(=O)N[C@@H](CCOC1CC(C1)CCC1=NC=2NCCCC2C=C1)C(=O)O)C)N(C)C N-(5-chloro-2-(dimethylamino)-3-methylisonicotinoyl)-O-((1R,3R)-3-(2-(5,6,7,8-tetrahydro-1,8-naphthyridin-2-yl)ethyl)cyclobutyl)-L-homoserine